(S)-4-amino-5-fluoropentanoic acid N[C@@H](CCC(=O)O)CF